6-amino-4-hydroxy-3-((4-nitrophenyl)diazenyl)naphthalene-2-sulfonic acid sodium salt [Na+].NC=1C=C2C(=C(C(=CC2=CC1)S(=O)(=O)[O-])N=NC1=CC=C(C=C1)[N+](=O)[O-])O